6-butyrylamino-N-(5-cyanopentyl)caproamide (5-(2-(Methylsulfonyl)ethyl)isoxazol-3-yl)methanesulfonate CS(=O)(=O)CCC1=CC(=NO1)CS(=O)(=O)O.C(CCC)(=O)NCCCCCC(=O)NCCCCCC#N